C(C)(=O)NC=1C=C(C=CC1)C1=CC=C(C(=N1)NC1=CC=C(C=C1)CN1CCC(CC1)NC([O-])=O)[N+](=O)[O-] [1-[[4-[[6-(3-acetamidophenyl)-3-nitro-2-pyridyl]amino]phenyl]methyl]-4-piperidyl]carbamate